COC(C1=CC=C(C=C1)[C@@H]1CN(CC(C1)(F)F)C1=C(N=NC(=C1)Cl)N)=O.C1=CC=CC=2C3=CC=CC=C3N(C12)C1=CC(=CC=C1)N1C2=CC=CC=C2C=2C=CC=CC12 |r| 1,3-di(9H-carbazol-9-yl)benzene rac-Methyl-4-(1-(3-amino-6-chloropyridazin-4-yl)-5,5-difluoropiperidin-3-yl)benzoate